(R)-3-(2-isopropylphenyl)-1-((7-(methoxy-d3)benzofuran-5-yl)methyl)piperazine C(C)(C)C1=C(C=CC=C1)[C@@H]1CN(CCN1)CC=1C=C(C2=C(C=CO2)C1)OC([2H])([2H])[2H]